2,6,10-trimethyl-9-undecenealdehyde CC(C=O)CCCC(CCC=C(C)C)C